N1N=C(C=2C1=NC=CC2)C=2SC=C(N2)C=2C=C(C=CC2)[C@]2(C(N(CC2)C)=O)O (R)-3-(3-(2-(1H-Pyrazolo[3,4-b]pyridin-3-yl)thiazol-4-yl)phenyl)-3-hydroxy-1-methylpyrrolidin-2-one